FC=1C=CC=2C(=NSN2)C1 6-fluoro-2,1,3-benzothiadiazole